N-allyl-2-(5-(3,5-dichlorophenyl)-5-(trifluoromethyl)-4,5-dihydroisoxazol-3-yl)-2,3-dihydro-1H-pyrrolo[3,4-c]pyridine-6-carboxamide C(C=C)NC(=O)C1=CC2=C(C=N1)CN(C2)C2=NOC(C2)(C(F)(F)F)C2=CC(=CC(=C2)Cl)Cl